FC1=C(C(=O)[O-])C(=CC=C1)F.[Na+] sodium 2,6-difluorobenzoate